FC1=C(C=O)C=C(C=C1)C 2-fluoro-5-methyl-benzaldehyde